CC1=CC2=C(SC3=C2C=C(C=C3)C)C=C1 2,8-dimethyl-dibenzothiophene